BrCC(=O)C1(CCOC2=C(C=CC=C12)CCC(=O)OCC)C ethyl 3-[4-(2-bromoacetyl)-4-methyl-chroman-8-yl]propanoate